4-((S)-2-(4-chloro-2-fluorophenyl)-2-methylbenzo[d][1,3]dioxolan-4-yl)-1-((5-iodo-4-methyl-1-(((S)-oxetan-2-yl)methyl)-1H-imidazol-2-yl)methyl)piperidine ClC1=CC(=C(C=C1)[C@@]1(OC2=C(O1)C=CC=C2C2CCN(CC2)CC=2N(C(=C(N2)C)I)C[C@H]2OCC2)C)F